COC1=CC=C(C=C1)N1CCN(CC1)C(C1=C(C=CC=C1)NC1=CC=NC2=CC(=CC=C12)C(F)(F)F)=O 1-(4-methoxyphenyl)-4-{2-[(7-trifluoromethylquinolin-4-yl)amino]benzoyl}piperazine